C12CCC(CC1)N2C2=NC(=CC1=C2N=C(N=C1)NC1=NC=2CCN(CC2C=C1)C(CN1CCCC1)=O)[C@@H](C)O 1-[2-[[8-(7-azabicyclo[2.2.1]heptan-7-yl)-6-[(1R)-1-hydroxyethyl]pyrido[3,4-d]pyrimidin-2-yl]amino]-7,8-dihydro-5H-1,6-naphthyridin-6-yl]-2-pyrrolidin-1-yl-ethanone